diethyl 2-(((2-cyclopropyl-6-methylpyridin-3-yl)amino)methylene)malonate C1(CC1)C1=NC(=CC=C1NC=C(C(=O)OCC)C(=O)OCC)C